C(CCC)C=1N=C(C2=C(N1)SC=C2C2=CC(=CC=C2)F)OC2=C(C=CC=C2F)F butyl-4-(2,6-difluorophenoxy)-5-(3-fluorophenyl)thieno[2,3-d]pyrimidine